C(C)(C)(C)OC(C1=C(C=C(C=C1)CCC=O)Cl)=O.OC1CC(N(CC1)C(C(C)SC)=O)C=1NC(=CN1)C1=CC=C(C=C1)C 1-(4-Hydroxy-2-(5-(p-tolyl)-1H-imidazol-2-yl)piperidin-1-yl)-2-(methylsulfanyl)propan-1-one tert-Butyl-2-chloro-4-(3-oxopropyl)benzoate